1-nonadecen C=CCCCCCCCCCCCCCCCCC